3-(2,5-Difluorophenyl)-6-trifluoromethyl-1H-pyrimidin-2,4-dion FC1=C(C=C(C=C1)F)N1C(NC(=CC1=O)C(F)(F)F)=O